N-(3',4',5'-trifluorobiphenyl-2-yl)-1-methyl-3-trifluoromethylpyrazole-4-yl-carboxamide FC=1C=C(C=C(C1F)F)C1=C(C=CC=C1)NC(=O)C=1C(=NN(C1)C)C(F)(F)F